C(#N)C1=C(NC2=CC=CC(=N2)S(=O)(=O)NC(=O)C=2C(=NC=CC2)N2C(CC(C2)C)(C)C)C=CC=C1 N-[[6-(2-Cyanoanilino)-2-pyridyl]sulfonyl]-2-(2,2,4-trimethylpyrrolidin-1-yl)pyridin-3-carboxamid